C12C(C3CC(CC(C1)C3)C2)NCCCCSC2=C3CN(C(C3=CC=C2)=O)C2C(NC(CC2)=O)=O 3-(4-((4-((adamantan-2-yl)amino)butyl)thio)-1-oxoisoindolin-2-yl)piperidine-2,6-dione